[Cl-].C(C)[N+](C)(C)C monoethyltrimethylammonium chloride